COC1=CC=C(C=C1)CNC1=CC=C2C(=N1)C=C(S2)C(=O)OCC ethyl 5-[(4-methoxyphenyl)methylamino]thieno[3,2-b]pyridine-2-carboxylate